5-(((3S,4R)-3-fluoropiperidin-4-yl)oxy)-1H-indazole F[C@H]1CNCC[C@H]1OC=1C=C2C=NNC2=CC1